BrC1=C2C=CC=[N+](C2=CC(=C1)C)[O-] 5-bromo-7-methylquinolin-1-ium-1-olate